(2S,4R)-1-(2-(3-acetyl-5-(2-methoxypyrimidin-5-yl)-1H-indazol-1-yl)acetyl)-N-(6-bromo-5-fluoropyridin-2-yl)-4-fluoropyrrolidine-2-carboxamide C(C)(=O)C1=NN(C2=CC=C(C=C12)C=1C=NC(=NC1)OC)CC(=O)N1[C@@H](C[C@H](C1)F)C(=O)NC1=NC(=C(C=C1)F)Br